N1(CCC1)C(=O)N azetidin-1-carboxamide